FC1=C(C=C(C=N1)NC(=O)C1=C(N(C(=C1C)C(C(=O)NC(COC)(C)C)=O)C)C)C N-(6-fluoro-5-methylpyridin-3-yl)-5-(2-((1-methoxy-2-methylpropan-2-yl)amino)-2-oxoacetyl)-1,2,4-trimethyl-1H-pyrrole-3-carboxamide